6-((4-chlorobenzyl)oxy)-2-(4-cyano-4-phenylpiperidine-1-carbonyl)quinoline-4-carboxylic acid ClC1=CC=C(COC=2C=C3C(=CC(=NC3=CC2)C(=O)N2CCC(CC2)(C2=CC=CC=C2)C#N)C(=O)O)C=C1